8-decene-1,4-olide C1(CCC(CCCC=CC)O1)=O